2-methoxy-4-((tetrahydro-2H-pyran-2-yl)oxy)benzaldehyde COC1=C(C=O)C=CC(=C1)OC1OCCCC1